FC1=CC=C(C=C1)N1N=CC2=C1C=C1CCN(C[C@]1(C2)C(=O)C2=NC=CC=C2)S(=O)(=O)C2=CC=1OCCN(C1N=C2)C (R)-(1-(4-fluorophenyl)-6-((4-methyl-3,4-dihydro-2H-pyrido[3,2-b][1,4]oxazin-7-yl)sulfonyl)-4,4a,5,6,7,8-hexahydro-1H-pyrazolo[3,4-g]isoquinolin-4a-yl)(pyridin-2-yl)methanone